OCC1=C(C=C(C#N)C=C1)C 4-(hydroxymethyl)-3-methylbenzonitrile